6-morpholino(morpholino)-3,3-bis(3-fluoro-4-methoxyphenyl)-3H-benzo(f)benzopyran O1CCN(CC1)C1=CC2=C(C(=CC(O2)(C2=CC(=C(C=C2)OC)F)C2=CC(=C(C=C2)OC)F)N2CCOCC2)C2=C1C=CC=C2